(2S)-1-[2-[(3R)-3-[(6-methoxy-4-quinolyl)amino]pyrrolidin-1-yl]acetyl]pyrrolidine-2-carbonitrile COC=1C=C2C(=CC=NC2=CC1)N[C@H]1CN(CC1)CC(=O)N1[C@@H](CCC1)C#N